2',6'-dimethoxy-3'-(xylyl)-2-bromobiphenyl COC1=C(C(=CC=C1C1=C(C(=CC=C1)C)C)OC)C1=C(C=CC=C1)Br